C(\C=C/C(=O)O)(=O)O.ClC1=CC2=C(NC(C3=C(N2CCCNC/C=C/C(=O)OCC)C=CC=C3)=O)C=C1 Ethyl (E)-4-{[3-(7-chloro-11-oxo-10,11-dihydro-5H-dibenzo[b,e][1,4]diazepin-5-yl)propyl]amino}but-2-enoate maleate